NCCOCCNC(=O)C1=C(C=C(C=C1)NC(=O)C=1N(C(=CN1)C1=C(C(=C(C=C1)OCC#N)F)F)C)CC N-[4-[2-(2-Aminoethoxy)ethylcarbamoyl]-3-ethylphenyl]-5-[4-(cyanomethoxy)-2,3-difluorophenyl]-1-methylimidazol-2-carboxamid